tert-butyl ((1s,4s)-4-allyl-4-aminocyclohexyl)carbamate C(C=C)C1(CCC(CC1)NC(OC(C)(C)C)=O)N